COC1=C2C(NC(=NC2=CC(=C1)OC)C1=CC(=C(OCCOC(CNC(=O)OC(C)(C)C)=O)C(=C1)C)C)=O (tert-butoxycarbonylamino)-acetic acid 2-[4-(5,7-dimethoxy-4-oxo-3,4-dihydro-quinazolin-2-yl)-2,6-dimethyl-phenoxy]-ethyl ester